4-(Azetidin-1-yl)-2,5-dimethyl-6,7-dihydro-5H-pyrrolo[3,4-d]-pyrimidine dimethanesulfonate CS(=O)(=O)O.CS(=O)(=O)O.N1(CCC1)C=1C2=C(N=C(N1)C)CNC2C